FC1=CC=C(C=C1)N1C(N(C2=C1C=CC(=C2)C(=O)OC)C2=CC=C(C=C2)F)=O methyl 1,3-bis(4-fluorophenyl)-2-oxo-2,3-dihydro-1H-benzo[d]imidazole-5-carboxylate